COC(C1=CC(=C(C=C1)OCCCCCCCC)OC)=O 4-Octyloxy-3-methoxybenzoic acid methyl ester